2,3-dimercapto-quinoxaline SC1=NC2=CC=CC=C2N=C1S